N,N-dimethylamino allyl phosphate P(=O)(ON(C)C)(OCC=C)[O-]